COC(C(=O)OC)OC(C1=C(C=C(C(=C1)N1C(C2CCCCC2C1=O)=O)F)Cl)=O 2-chloro-4-fluoro-5-(1,3-dioxooctahydro-2H-isoindol-2-yl)benzoic acid (1-methoxy-1-methoxycarbonylmethyl) ester